5-(4-fluoro-3-methoxy-phenyl)oxazole FC1=C(C=C(C=C1)C1=CN=CO1)OC